N-(2-(5-ethyl-1,4-diazepan-1-yl)-6-methylpyrimidin-4-yl)-1H-indazol-5-amine C(C)C1NCCN(CC1)C1=NC(=CC(=N1)NC=1C=C2C=NNC2=CC1)C